FC1=C(C=CC=C1)C1=CC(=CN1S(=O)(=O)C1=CC(=CC=C1)NS(NC(C)C)(=O)=O)CN(C(OC(C)(C)C)=O)C tert-butyl N-{[5-(2-fluorophenyl)-1-(3-{[(propan-2-yl) sulfamoyl] amino} benzenesulfonyl)-1H-pyrrol-3-yl] methyl}-N-methylcarbamate